CC1=CC(NC1=O)=O 4-methyl-2,5-dihydro-1H-pyrrole-2,5-dione